ClC=1C=C(C(=O)NC)C=CC1C[C@@H](CNC(CC(C1(CC1)C(F)(F)F)C1=NC=CC=C1F)=O)N(C)C 3-chloro-4-((2S)-2-(dimethylamino)-3-(3-(3-fluoropyridin-2-yl)-3-(1-(trifluoromethyl)cyclopropyl)propanamido)propyl)-N-methylbenzamide